C(C1=CC(C(=O)Cl)=CC=C1)(=O)Cl Isophthaloyl Chloride